NC1=C(C(=NC=N1)OC1=CC=C(C=C1)O)Cl 4-((6-amino-5-chloropyrimidin-4-yl)oxy)phenol